C(C1=CC=CC=C1)OC1=C2C(=C(N(C2=CC=C1)C1CCC(CC1)(F)F)C1CCOCC1)I 4-(benzyloxy)-1-(4,4-difluorocyclohexyl)-3-iodo-2-(tetrahydro-2H-pyran-4-yl)-1H-indole